N-phenyl-3-phenyl-propynamide C1(=CC=CC=C1)NC(C#CC1=CC=CC=C1)=O